FC=1C=CC(=C(C1)[C@@](N[S@](=O)C(C)(C)C)([2H])C1=CC=C(C=C1)C)OCOC (R)-N-((R)-(5-fluoro-2-(methoxymethoxy)phenyl)(p-tolyl)methyl-d)-2-methylpropane-2-sulfinamide